4-(dimethylamino)butan-2-en-1-one CN(CC=CC=O)C